5,7-dihydroxy-2-(4-(4-methylpiperazin-1-yl)phenyl)-8-morpholino-4H-chromen-4-one OC1=C2C(C=C(OC2=C(C(=C1)O)N1CCOCC1)C1=CC=C(C=C1)N1CCN(CC1)C)=O